ClC=1SC(=CC1)F 2-chloro-5-fluoro-thiophene